C(C)OC(CN1C(=C(C2=CC=C(C=C12)Cl)/C=N/O)C=1OC=NN1)=O (E)-2-(6-chloro-3-((hydroxyimino)methyl)-2-(1,3,4-oxadiazol-2-yl)-1H-indol-1-yl)acetic acid ethyl ester